C1(CC1)C1=C(C(=NO1)C1=C(C=NC=C1OC)F)C1=CC2(C1)CCN(CC2)C=2C=C1C(=CC(=NC1=CC2)C(=O)O)C(F)(F)F 6-(2-(5-cyclopropyl-3-(3-fluoro-5-methoxypyridin-4-yl)isoxazol-4-yl)-7-azaspiro[3.5]non-1-en-7-yl)-4-(trifluoromethyl)quinoline-2-carboxylic acid